COC1=CC(=C(C=C1OC)C(SCCOC(O)=O)SCCOC(O)=O)[N+](=O)[O-] (((4,5-dimethoxy-2-nitrophenyl)methylene)bis(sulfanediyl))bis(ethane-2,1-diyl)dicarbonic acid